2-fluoro-N-(3-cyano-1-methyl-1H-indol-5-yl)isonicotinamide FC=1C=C(C(=O)NC=2C=C3C(=CN(C3=CC2)C)C#N)C=CN1